(S)-5-(2-((2-fluoro-3-methoxyphenyl)amino)-2-oxoacetyl)-N-((S)-3-oxo-1-((S)-2-oxopyrrolidin-3-yl)-4-(trifluoromethoxy)butan-2-yl)-5-azaspiro[2.4]heptane-6-carboxamide FC1=C(C=CC=C1OC)NC(C(=O)N1CC2(CC2)C[C@H]1C(=O)N[C@@H](C[C@H]1C(NCC1)=O)C(COC(F)(F)F)=O)=O